NC=1N=NC(=CC1N1CC2CCC(C1)N2C2=CC(=NC=C2)C#CCNC(OC(C)(C)C)=O)C2=C(C=CC=C2)OCOC tert-butyl (3-(4-(3-(3-amino-6-(2-(methoxymethoxy)phenyl)pyridazin-4-yl)-3,8-diazabicyclo[3.2.1]octan-8-yl)pyridin-2-yl)prop-2-yn-1-yl)carbamate